C(C)C1=CC=CC2=C(C3=CC=CC=C3C(=C12)OC(=O)OCCCCC)OC(=O)OCCCCC 1-ethyl-9,10-bis(n-pentyloxycarbonyloxy)anthracene